FC1=C(C(=O)N([C@H]2CN(CCC2)C(=O)OC(C)(C)C)C2=NC=CC3=C2C=C(S3)C(C=3C=NC=CC3)O)C=CC(=C1)C=1N=NN(C1)C tert-butyl (3R)-3-[[2-fluoro-4-(1-methyltriazol-4-yl)benzoyl]-[2-[hydroxy(3-pyridyl)methyl]thieno[3,2-c]pyridin-4-yl]amino]piperidine-1-carboxylate